7-methoxy-2-(1-methyl-1H-pyrazol-4-yl)[1,2,4]triazolo[1,5-c]quinazolin-5(6H)-one COC1=CC=CC=2C=3N(C(NC12)=O)N=C(N3)C=3C=NN(C3)C